BrC1=C(CCC(C1)(C)C)CN1CCN(CC1)C1=CC=C(C(=O)O)C=C1 4-(4-((2-bromo-4,4-dimethylcyclohex-1-en-1-yl)methyl)piperazin-1-yl)benzoic acid